N[C@H](C(=O)O)[C@@H](CC(C)C)O (2S,3R)-2-amino-3-hydroxy-5-methylhexanoic acid